3,9-dihydroxy-6H-benzofuro(3,2-c)(1)benzopyran-6-one OC1=CC2=C(C3=C(C(O2)=O)C2=C(O3)C=C(C=C2)O)C=C1